C1(CC1)OC1=C(C=C(C(=C1)F)[N+](=O)[O-])F 1-cyclopropoxy-2,5-difluoro-4-nitrobenzene